BrC1=CC(=C(C#N)C(=C1)OC1CC1)Cl 4-bromo-2-chloro-6-cyclopropoxybenzonitrile